C1=CC=C2C=CC=3C=CC=C4C5=C(C1=C2C43)C=CC=C5 Benzo(e)pyrene